1-[(1-ethyl-1H-pyrazol-4-yl)methyl]-3-{3-methyl-6-[(2R)-2-methylmorpholin-4-yl]-4-(trifluoromethyl)pyridin-2-yl}-1,3-dihydro-2H-imidazol-2-one C(C)N1N=CC(=C1)CN1C(N(C=C1)C1=NC(=CC(=C1C)C(F)(F)F)N1C[C@H](OCC1)C)=O